C(C)(C)(C)C1=NN(C=C1)C1=NC(=NC(=C1)N1CCOCC1)OCC(CO)O 3-((4-(3-(tert-butyl)-1H-pyrazol-1-yl)-6-morpholinopyrimidin-2-yl)oxy)propane-1,2-diol